C1(CC1)C=1C(=CC(=C(CN2CCC3(CN(C(N3)=O)C3=CC=C(C(=O)NCCOCCO)C=C3)CC2)C1)OCC)C1=NC=C(C=C1)F 4-(8-(5-cyclopropyl-2-ethoxy-4-(5-fluoropyridin-2-yl)benzyl)-2-oxo-1,3,8-triazaspiro[4.5]decan-3-yl)-N-(2-(2-hydroxyethoxy)ethyl)benzamide